N-[[(2S)-4-[6-[5-(difluoromethyl)-2-iodo-pyrazolo[1,5-a]pyrimidin-3-yl]pyrimidin-4-yl]morpholin-2-yl]methyl]methanesulfonamide FC(C1=NC=2N(C=C1)N=C(C2C2=CC(=NC=N2)N2C[C@H](OCC2)CNS(=O)(=O)C)I)F